C(C)(C)(C)OC(=O)N1CC2=CC(=C(C(=C2CC1)Cl)C(N[C@H](C(=O)OCC1=CC=CC=C1)CNC(=O)N[C@@H]1CCC2=CC=CC=C12)=O)Cl 6-((S)-1-(benzyloxy)-3-(3-((R)-2,3-dihydro-1H-inden-1-yl)ureido)-1-oxoprop-2-ylcarbamoyl)-5,7-dichloro-3,4-dihydroisoquinoline-2(1H)-carboxylic acid tert-butyl ester